C1(CC1)C=1C=C2C(=C(N(C2=CC1)CCC(=O)O)C1=CC=CC=C1)C1=C(C=NC=C1)OC 3-(5-cyclopropyl-3-(3-methoxypyridin-4-yl)-2-phenyl-1H-indol-1-yl)propionic acid